5,8,11-hexadecatrienoic acid C(CCCC=CCC=CCC=CCCCC)(=O)O